7-((6-(aminomethyl)-5-(1-methoxycyclopropyl)pyridin-2-yl)amino)-4-(7-fluoroimidazo[1,2-a]pyridin-3-yl)-1-oxoisoindoline-2-carboxylic acid tert-butyl ester C(C)(C)(C)OC(=O)N1C(C2=C(C=CC(=C2C1)C1=CN=C2N1C=CC(=C2)F)NC2=NC(=C(C=C2)C2(CC2)OC)CN)=O